O[C@H]1CC[C@@]2([C@H]3[C@H](C[C@@]4([C@H](CC[C@H]4[C@@H]3CC[C@H]2C1)[C@@H](CCC(=O)N1CCC(CC1)C)C)C)O)C (R)-4-((3S,5S,8S,9S,10S,11S,13R,14S,17R)-3,11-dihydroxy-10,13-dimethylhexadecahydro-1H-cyclopenta[a]phenanthren-17-yl)-1-(4-methylpiperidin-1-yl)pentan-1-one